N-(5-fluorophenyl)acetamide [13C3]Propionate [13C]([13CH2][13CH3])(=O)O.FC=1C=CC=C(C1)NC(C)=O